O(CCC(C(=O)O)O)CCC(C(=O)O)O oxydiethylene-diglycolic acid